CC=1OC=C(N1)CC#N 2-(2-methyloxazol-4-yl)acetonitrile